COC=1C(=NC=CC1)[C@H]1[C@H](O[C@]([C@@H]1C)(C(F)(F)F)C)C(=O)NC1=CC(=NC=C1)C(=O)N (2S,3S,4R,5R)-4-[[3-(3-methoxy-2-pyridinyl)-4,5-dimethyl-5-(trifluoromethyl)tetrahydrofuran-2-carbonyl]amino]pyridine-2-carboxamide